C(CCC)C1=NNC(C2=C(C=CC=C12)OC)=O 4-Butyl-8-methoxy-phthalazin-1(2H)-one